4-Amino-1-[6-(triethoxysilyl)hexyl]-1,2,3-triazole NC=1N=NN(C1)CCCCCC[Si](OCC)(OCC)OCC